NC=1C=C(OC2=C(C(=O)NC3=CC=C(C=C3)N=NC3=CC=CC=C3)C(=CC=C2)OC2=CC(=CC=C2)N)C=CC1 2,6-bis(m-aminophenoxy)-N-[4-(phenylazo)phenyl]benzamide